C1(CCCCC1)N[C@@H](C(=O)N1[C@@H](CN(CC1)C(=O)OC1=C(C=CC=C1)Cl)C(NCC=1SC=CC1)=O)C1CCN(CC1)CC(F)(F)F 2-chlorophenyl (3S)-4-{(2R)-2-(cyclohexylamino)-2-[1-(2,2,2-trifluoroethyl)piperidin-4-yl] acetyl}-3-[(thiophen-2-ylmethyl)carbamoyl]piperazine-1-carboxylate